C(C)OC(=O)C=1C=NN(C1)CC1=C(C(=C(C=C1)N1CC2CC2C1)C#N)C 1-[(4-{3-azabicyclo[3.1.0]hex-3-yl}-3-cyano-2-methylphenyl)methyl]-1H-pyrazole-4-carboxylic acid ethyl ester